FC1=C(C[C@@H](CNC(=O)C2=NN(C(N2)=O)C)CC)C=CC(=C1)F (S)-N-(2-(2,4-difluorobenzyl)butyl)-1-methyl-5-oxo-4,5-dihydro-1H-1,2,4-triazole-3-carboxamide